CN(C)C(N(C)C)=NCCCCCCC1=CC=C(C(=O)OCC)C=C1 ethyl 4-(6-((bis(dimethylamino)methylene)amino)hexyl)benzoate